O1CCC(=CC1)C=1C(C(C=2C(=CC3=C(C(C2)=O)C=C(C(=C3OC)OC)C(C)C)C1)(C)C)=O 3-(3,6-dihydro-2H-pyran-4-yl)-8-isopropyl-6,7-dimethoxy-1,1-dimethyl-1H-dibenzo[a,d][7]annulene-2,10-dione